Cl.NCCOCCOCCNC(OCC(COCCCCCCCCCCCCCC)OCCCCCCCCCCCCCC)=O 2,3-bis(tetradecyloxy)propyl (2-(2-(2-aminoethoxy)ethoxy)ethyl)carbamate hydrochloride